(Z)-5-(4-Methylpyridin-3-yl)-3-(1-((6-(piperazin-1-yl)pyridin-3-yl)amino)ethylidene)-1H-pyrrolo[2,3-c]pyridin-2(3H)-one CC1=C(C=NC=C1)C=1C=C/2C(=CN1)NC(\C2=C(\C)/NC=2C=NC(=CC2)N2CCNCC2)=O